N1=C2C(=C(C=C1)SC=1C=3N(C(=NC1)N1CCC4([C@@H]([C@@H](OC4)C)N)CC1)C=CN3)CCC2 (3S,4S)-8-(8-((6,7-dihydro-5H-cyclopenta[b]pyridin-4-yl)thio)imidazo[1,2-c]pyrimidin-5-yl)-3-methyl-2-oxa-8-azaspiro[4.5]decan-4-amine